[5-[(4-ethylpiperazin-1-yl)methyl]pyridin-2-yl]-5-fluoro-4-(7-fluoro-2-methyl-3-propan-2-ylbenzimidazol-5-yl)pyrimidin-2-amine C(C)N1CCN(CC1)CC=1C=CC(=NC1)C1=C(C(=NC(=N1)N)C1=CC2=C(N=C(N2C(C)C)C)C(=C1)F)F